(S)-(-)-4-chloro-3-hydroxybutyrate ClC[C@H](CC(=O)[O-])O